[Na].FC(C(C(C(C(C(C(C(C(F)(F)F)(F)F)(F)F)(F)F)(F)F)(F)F)(F)F)(F)F)(F)F perfluorononane sodium